N1=CC(=CC=C1)C(C(=O)O)C 2-(pyridin-3-yl)Propionic Acid